2-[2-chloro-5-(difluoromethyl)phenyl]-4,4,5,5-tetramethyl-1,3,2-dioxaborolane ClC1=C(C=C(C=C1)C(F)F)B1OC(C(O1)(C)C)(C)C